O1C=NC=C1C1=CC=CC(=N1)NC(OC(C)(C)C)=O tert-Butyl (6-(oxazol-5-yl)pyridin-2-yl)carbamate